N-((1'S,2'R,3'S)-2'-formyl-4''-methoxy-5'-phenyl-3',4'-dihydro-[1,1':3',1''-terphenyl]-1'(2'H)-yl)-4-methylbenzenesulfonamide C(=O)[C@H]1[C@@](C=C(C[C@@H]1C1=CC=C(C=C1)OC)C1=CC=CC=C1)(C1=CC=CC=C1)NS(=O)(=O)C1=CC=C(C=C1)C